NC1=NC2=CC(=CC=C2C=C1F)CN(C(=O)C=1C=NC(=NC1)CC)C1=C(C=C(C=C1)F)S(=O)(=O)C N-[(2-amino-3-fluoroquinolin-7-yl)methyl]-2-ethyl-N-(4-fluoro-2-methanesulfonylphenyl)pyrimidine-5-carboxamide